(3E)-12,12-diethoxy-1,3-dodecadiene C(C)OC(CCCCCCC/C=C/C=C)OCC